chlorodiphenyl-(vinyl)silane Cl[Si](C=C)(C1=CC=CC=C1)C1=CC=CC=C1